(2-bromophenyl)-2-fluoro-acetic acid ethyl ester C(C)OC(C(F)C1=C(C=CC=C1)Br)=O